17-ethyloxacycloheptadeca-10,13-dien-2-one C(C)C1CCC=CCC=CCCCCCCCC(O1)=O